5-(4-acetylpiperazin-1-yl)pyrazolo[1,5-a]pyrimidine-3-carboxamide C(C)(=O)N1CCN(CC1)C1=NC=2N(C=C1)N=CC2C(=O)N